(1H-pyrazol-1-yl)benzenesulfonamide N1(N=CC=C1)C1=C(C=CC=C1)S(=O)(=O)N